C1(CC1)NC(C([C@H](C[C@H]1C(NCC1)=O)NC([C@H](CC1(CC1)CC)NC(O)=O)=O)=O)=O ((S)-1-(((S)-4-(cyclopropylamino)-3,4-dioxo-1-((S)-2-oxopyrrolidin-3-yl)butan-2-yl)amino)-3-(1-ethylcyclopropyl)-1-oxopropan-2-yl)carbamic acid